Anthracene-7-one C1=CC=CC2=CC3=CCC(C=C3C=C12)=O